CC1=C(C=NN1)C1=CC=C2C(=N1)SC(=N2)NC2=NC=CC(=C2)N2CCN(CC2)C2=NC=CC=C2 5-(5-methyl-1H-pyrazol-4-yl)-N-(4-(4-(pyridin-2-yl)piperazin-1-yl)pyridin-2-yl)thiazolo[5,4-b]-pyridin-2-amine